C1(=CC=CC=C1)S(=O)(=O)NCC(CO)C1=C(N=C(S1)N(C)C=1N=NC(=C(C1)C)NC=1SC2=C(N1)C=CC=C2)C(=O)O 5-(1-Benzenesulfonylamino-3-hydroxypropan-2-yl)-2-({6-[(1,3-benzothiazol-2-yl)amino]-5-methylpyridazin-3-yl}(methyl)amino)-1,3-thiazole-4-carboxylic acid